CN1CC(N(CC1)CC=1C=C2C(=NC1)C(=CN2C(C)C)C(=O)N)=O 6-((4-methyl-2-oxopiperazin-1-yl)methyl)-1-isopropyl-1H-pyrrolo[3,2-b]pyridine-3-carboxamide